2-[(2R,5S)-5-methyl-2-[2-(1-methylpyrrolidin-3-yl)-1,3-benzothiazol-5-yl]-1-piperidyl]-2-oxo-N-(1H-pyrazolo[4,3-c]pyridin-7-yl)acetamide C[C@H]1CC[C@@H](N(C1)C(C(=O)NC=1C2=C(C=NC1)C=NN2)=O)C=2C=CC1=C(N=C(S1)C1CN(CC1)C)C2